ClC=1N=CC2=C(N1)C(=CN2CC)N2CC(C(C2)(F)F)(F)F 2-chloro-5-ethyl-7-(3,3,4,4-tetrafluoropyrrolidin-1-yl)-5H-pyrrolo[3,2-d]pyrimidine